C(C)OC(C(=CNC1=CC(=C(C=C1)F)Br)C1=C(C=CC=C1F)Cl)=O ((3-bromo-4-fluorophenyl)amino)-2-(2-chloro-6-fluorophenyl)acrylic acid ethyl ester